rac-tert-Butyl (2R,5R)-2-(4-fluorophenyl)-4-methoxy-5-methyl-piperidine-1-carboxylate FC1=CC=C(C=C1)[C@@H]1N(C[C@H]([C@@H](C1)OC)C)C(=O)OC(C)(C)C |&1:11|